2-((2-(diethylamino)ethyl)(ethyl)amino)ethan C(C)N(CCN(CC)CC)CC